CC1=C(C(=C(C1(C)[Ir+2])C)C)C (pentamethylcyclopentadienyl)-iridium(III)